N4-(5-amino-2-fluorophenyl)-5-(2-fluoro-4-(trifluoromethyl)phenyl)-N2-(1-methyl-1H-pyrazol-4-yl)pyrimidine-2,4-diamine NC=1C=CC(=C(C1)NC1=NC(=NC=C1C1=C(C=C(C=C1)C(F)(F)F)F)NC=1C=NN(C1)C)F